C(\C=C\C1=CC(OC)=C(O)C=C1)(=O)O.O([C@H]1[C@H](O)[C@@H](O)[C@@H](O)[C@H](O1)CO)C1=CC=CC=C1 phenyl β-D-galactopyranoside ferulate